ClC1=NC=2N(C(=N1)Cl)C=NC2 2,4-dichloroimidazo[1,5-a][1,3,5]triazine